NC1(CCC2=CC=CC=C12)C(=O)N Aminoindanamid